3-(5-(5-((R)-1-(3,5-dimethylpyridazin-4-yl)ethoxy)-6-methoxy-1H-indazol-3-yl)pyridin-2-yl)-3,6-diazabicyclo[3.1.1]heptane CC=1N=NC=C(C1[C@@H](C)OC=1C=C2C(=NNC2=CC1OC)C=1C=CC(=NC1)N1CC2NC(C1)C2)C